OC1CCN(CC1)CC1=CC2=C(C=C1)OC=1C=3C2=NNC(C3C=CC1)=O 10-((4-Hydroxypiperidin-1-yl)methyl)chromeno-[4,3,2-de]phthalazin-3(2H)-one